C(C)(C)(C)OC(=O)N1N=C(C2=CC=C(C=C12)[C@@H]1C[C@@]12C(N(C1=CC=C(C=C21)OC)C(=O)OC(C)(C)C)=O)NC2=NC(=NC=C2Cl)C(C)C tert-butyl (1R,2S)-2-[1-(tert-butoxycarbonyl)-3-[(5-chloro-2-isopropylpyrimidin-4-yl)amino]indazol-6-yl]-5'-methoxy-2'-oxospiro[cyclopropane-1,3'-indole]-1'-carboxylate